2-(chloromethyl)naphthalene ClCC1=CC2=CC=CC=C2C=C1